C(C)(C)(C)OC(=O)N1[C@H]2[C@@H](NC[C@@H]1CC2)C(C)O (1R,2R,5S)-2-(1-hydroxyethyl)-3,8-diazabicyclo[3.2.1]octane-8-carboxylic acid tert-butyl ester